7-(6-(1-(1-(4-fluorophenyl)propyl)-1H-pyrazol-4-yl)pyrazin-2-yl)-8-methoxy-[1,2,4]-triazolo[1,5-a]-pyridin-2-amine FC1=CC=C(C=C1)C(CC)N1N=CC(=C1)C1=CN=CC(=N1)C1=C(C=2N(C=C1)N=C(N2)N)OC